CN1C(=NC(=C1)C(F)(F)F)C1=CC=C(CNC2=C3NC=NC3=NC(=N2)C2=CC=C(C=C2)C(F)(F)F)C=C1 N-(4-(1-methyl-4-(trifluoromethyl)-1H-imidazol-2-yl)benzyl)-2-(4-(trifluoromethyl)phenyl)-7H-purin-6-amine